1-((1r,3r)-1-methyl-3-((5-(1-methyl-1H-benzo[d][1,2,3]triazol-6-yl)-7H-pyrrolo[2,3-d]pyrimidin-2-yl)amino)cyclobutyl)pyrrolidin-2-one CC1(CC(C1)NC=1N=CC2=C(N1)NC=C2C=2C=CC1=C(N(N=N1)C)C2)N2C(CCC2)=O